4-[2-(dimethylamino)ethyl]Piperazine CN(CCN1CCNCC1)C